C1(CC1)N(C(C1=C(N=CC=C1)NC1=NC(=NS1)C1=NC=C(C(=C1)C(F)(F)F)OC(C)C)=O)C N-cyclopropyl-2-(3-(5-isopropoxy-4-(trifluoro-methyl)pyridin-2-yl)-1,2,4-thiadiazol-5-ylamino)-N-methyl-nicotinamide